C(#N)C1=CC=C(C=C1)CNC(=O)C=1C(N(C2=C(N=CC=C2C1)OCC1(CC1)S(N)(=O)=O)C)=O N-[(4-cyanophenyl)methyl]-1-methyl-2-oxo-8-[(1-sulfamoylcyclopropyl)methoxy]-1,7-naphthyridine-3-carboxamide